7-methyl-6-phenylseleno-1,2,3,4-tetrahydro-1,8-naphthyridine CC1=C(C=C2CCCNC2=N1)[Se]C1=CC=CC=C1